calcium yttrium oxide triborate B([O-])([O-])[O-].B(O)(O)O.B(O)(O)O.[O-2].[Y+3].[Ca+2]